CC([C@@H](C(=O)O)C1=CC=CC=C1)C |r| (±)-3-methyl-2-phenylbutanoic acid